(2R)-N-(2-(2,6-dioxopiperidin-3-yl)-1-oxoisoindolin-5-yl)-2-methylindoline-1-carboxamide O=C1NC(CCC1N1C(C2=CC=C(C=C2C1)NC(=O)N1[C@@H](CC2=CC=CC=C12)C)=O)=O